4-(5-nitropyrimidin-2-yl)morpholine tertbutyl-4-(2-((tert-butoxycarbonyl)amino)-3-ethoxy-1-hydroxy-3-oxopropyl)benzoate C(C)(C)(C)OC(C1=CC=C(C=C1)C(C(C(=O)OCC)NC(=O)OC(C)(C)C)O)=O.[N+](=O)([O-])C=1C=NC(=NC1)N1CCOCC1